C(C)(C)(C)OC(=O)N1[C@H](C(CCC1)(C)C)C(=O)O |r| Racemic-1-(tert-butoxycarbonyl)-3,3-dimethylpiperidine-2-carboxylic acid